Cl[As](OC)OC chlorodimethoxyarsine